CC(CCCCCCC1OCCCO1)O alpha-methyl-1,3-dioxan-2-heptanol